6-[3-(pyridin-3-yl)-1,2,4-oxadiazol-5-yl]-3,4-dihydrospiro[1-benzopyran-2,1'-cyclohexane]-4-one N1=CC(=CC=C1)C1=NOC(=N1)C=1C=CC2=C(C(CC3(CCCCC3)O2)=O)C1